tri-tert-butyl (5S,12S,16S)-5-[4-(carbamoylamino)butyl]-1-(9H-fluoren-9-yl)-3,6,14-trioxo-2-oxa-4,7,13,15-tetraazaoctadecane-12,16,18-tricarboxylate C(N)(=O)NCCCC[C@H](NC(OCC1C2=CC=CC=C2C=2C=CC=CC12)=O)C(NCCCC[C@H](NC(N[C@@H](CCC(=O)OC(C)(C)C)C(=O)OC(C)(C)C)=O)C(=O)OC(C)(C)C)=O